2-(4-biphenylyl)ethyl isocyanate C1(=CC=C(C=C1)CCN=C=O)C1=CC=CC=C1